C1=C(C=C(C(=C1Cl)N2C(=C(C(=N2)C#N)C(F)(F)F)N)Cl)C(F)(F)F The molecule is a member of the class of pyrazoles that is 1H-pyrazole that is substituted at positions 1, 3, 4, and 5 by 2,6-dichloro-4-(trifluoromethyl)phenyl, cyano, trifluoromethyl, and amino groups, respectively. It has a role as a marine xenobiotic metabolite. It is a member of pyrazoles, a dichlorobenzene, a member of (trifluoromethyl)benzenes and a nitrile.